aluminum tri-t-butoxide CC(C)(C)[O-].CC(C)(C)[O-].CC(C)(C)[O-].[Al+3]